2-cyclopentyl-N-[5-[3-[(3-hydroxy-5-methyl-phenyl)sulfamoyl]-4-methoxyphenyl]-4-methyl-thiazol-2-yl]acetamide C1(CCCC1)CC(=O)NC=1SC(=C(N1)C)C1=CC(=C(C=C1)OC)S(NC1=CC(=CC(=C1)C)O)(=O)=O